COC1=C(NCC#CC=2N(C=3C=CC=C(C3C2)N)CC(F)(F)F)C=CC(=C1)S(=O)(=O)C 2-[3-(2-methoxy-4-methylsulfonyl-anilino)prop-1-ynyl]-1-(2,2,2-trifluoroethyl)indol-4-amine